ethyl 2-((2-bromo-4-fluorophenyl)amino)-4-(trifluoromethyl)benzoate BrC1=C(C=CC(=C1)F)NC1=C(C(=O)OCC)C=CC(=C1)C(F)(F)F